CS(=O)(=O)F monofluoro methyl sulfone